4-(isopropylthio)cyclohexanone C(C)(C)SC1CCC(CC1)=O